1-cyclopentyl-1H-pyrazole-4-carbonitrile C1(CCCC1)N1N=CC(=C1)C#N